C(C)(=O)N1CC2=C(C=C(C=C2C1)C1CCC(CC1)NC(OC(C)(C)C)=O)N1CCCC2=CC(=C(C=C12)C(F)F)C=1C=NN(C1)C tert-butyl ((1r,4r)-4-(2-acetyl-7-(7-(difluoromethyl)-6-(1-methyl-1H-pyrazol-4-yl)-3,4-dihydroquinolin-1(2H)-yl)isoindolin-5-yl)cyclohexyl)carbamate